4-{4-[1-(3,4-dichlorophenyl)-1H-pyrazol-3-yloxy]butyl}morpholine hydrochloride Cl.ClC=1C=C(C=CC1Cl)N1N=C(C=C1)OCCCCN1CCOCC1